C(C=C)(=O)NC(CS(=O)(=O)OS(=O)(=O)CC(C)(NC(C=C)=O)C)(C)C 2-acrylamido-2-methylpropanesulfonic acid, anhydride